C(CCCCC)[C@@H]1CC[C@H](CC1)C1=CC=C(C=C1)C1=CC=C(C=C1)C#N 4-(trans-4-n-hexyl-cyclohexyl)-4'-cyanobiphenyl